(R)-1-(4-methylcyclohex-1-en-1-yl)ethanone C[C@H]1CC=C(CC1)C(C)=O